2-benzyl-2-dimethylamino-1-[4-morpholinophenyl]butan-1-one 2'-deoxycytidine-5'-triphosphate P(O)(=O)(OP(=O)(O)OP(=O)(O)O)OC[C@@H]1[C@H](C[C@@H](O1)N1C(=O)N=C(N)C=C1)O.C(C1=CC=CC=C1)C(C(=O)C1=CC=C(C=C1)N1CCOCC1)(CC)N(C)C